BrC=1C=C(C=CC1)\N=N\C1=CC(=CC=C1)Br (E)-1,2-bis(3-bromophenyl)diazene